O1C(=CC2=C1C=CC=C2)C2OC1=CC(=CC(=C1C(C2)=O)OC)O 2-(benzofuran-2-yl)-7-hydroxy-5-methoxychroman-4-On